N-(4-(naphthalene-1-yl)phenyl)-[1,1':4',1''-terphenyl]-4-amine C1(=CC=CC2=CC=CC=C12)C1=CC=C(C=C1)NC1=CC=C(C=C1)C1=CC=C(C=C1)C1=CC=CC=C1